C(C)(=O)O[C@H]1[C@H](O)O[C@@H]([C@@H]([C@@H]1OC(C)=O)O)CO 2,3-bis-O-acetyl-beta-D-galactopyranose